C(OC(Cl)C1C(CCC(C1)C)C)([O-])=O 2,5-dimethylcyclohexylchloromethyl carbonate